(S)-2-((tert-Butoxycarbonyl)(methyl)amino)-2-cyclobutylacetic acid C(C)(C)(C)OC(=O)N([C@H](C(=O)O)C1CCC1)C